methyl 5-allyl-11-oxo-10,11-dihydro-5H-dibenzo[b,e][1,4]diazepine-8-carboxylate C(C=C)N1C2=C(NC(C3=C1C=CC=C3)=O)C=C(C=C2)C(=O)OC